C(C)(C)(C)C=1C=C(C)C=C(C1O)C(C)(C)C 3,5-di-T-butyl-4-hydroxytoluene